(5S)-5-[(3,3-dimethylmorpholin-4-yl)carbonyl]-1-{3-fluoro-4-[5-(trifluoromethyl)-1,2,4-oxadiazol-3-yl]phenyl}pyrrolidin-2-one CC1(N(CCOC1)C(=O)[C@@H]1CCC(N1C1=CC(=C(C=C1)C1=NOC(=N1)C(F)(F)F)F)=O)C